2-(4-bromopent-2-en-1-yl)cyclopentan-1-one BrC(C=CCC1C(CCC1)=O)C